C(=O)(O)C(CCCCNC(=O)C=1C=NC(=CC1)[18F])NC(NC(C(=O)O)CCC(=O)O)=O 2-(3-{1-Carboxy-5-[(6-[18F]fluoro-pyridine-3-carbonyl)-amino]-pentyl}-ureido)-pentanedioic acid